The molecule is a glycophytoceramide having an alpha-D-galactopyranosyl residue at the O-1 position and an octanoyl group attached to the nitrogen. It derives from an alpha-D-galactose and an octanoic acid. CCCCCCCCCCCCCC[C@H]([C@H]([C@H](CO[C@@H]1[C@@H]([C@H]([C@H]([C@H](O1)CO)O)O)O)NC(=O)CCCCCCC)O)O